ethyl 4-benzyloxy-6-(4-tert-butyl-2-methyl-phenyl)-2-methyl-pyridine-3-carboxylate C(C1=CC=CC=C1)OC1=C(C(=NC(=C1)C1=C(C=C(C=C1)C(C)(C)C)C)C)C(=O)OCC